FCC1(CC1)CN (1-(Fluoromethyl)cyclopropyl)methylamine